N1=C2C(=CC=C1)C(NC2)=O 7H-pyrrolo[3,4-b]pyridin-5-one